1-aminonaphthalene-4,6-disulphonic acid NC1=CC=C(C2=CC(=CC=C12)S(=O)(=O)O)S(=O)(=O)O